O1COC2=C1C=CC(=C2)CC2(NC(=NC(=C2)C2=CC=C(C=C2)C(C)C)N)N 4-(benzo[d][1,3]dioxol-5-ylmethyl)-6-(4-isopropylphenyl)pyrimidine-2,4-diamine